BrC1=C(C=CC(=C1F)F)NC1=C(C(=O)O)C=C(C(=C1)C(F)(F)F)F ((2-bromo-3,4-difluorophenyl)amino)-5-fluoro-4-(trifluoromethyl)benzoic acid